CC1=NC(=CC(=N1)NC1=CC(=C(N=N1)C(=O)NOCC)NC1=C(C(=CC=C1)C1=NC=C(C=N1)F)OC)C 6-((2,6-Dimethylpyrimidin-4-yl)amino)-N-ethoxy-4-((3-(5-fluoropyrimidin-2-yl)-2-methoxyphenyl)amino)pyridazine-3-Carboxamide